2-((6-((5-chloro-2-(4-(2-(2,6-dioxopiperidin-3-yl)-1-oxoisoindolin-5-yl)piperazin-1-yl)pyrimidin-4-yl)amino)-1-methyl-2-oxo-1,2-dihydroquinolin-3-yl)oxy)-N-methylacetamide ClC=1C(=NC(=NC1)N1CCN(CC1)C=1C=C2CN(C(C2=CC1)=O)C1C(NC(CC1)=O)=O)NC=1C=C2C=C(C(N(C2=CC1)C)=O)OCC(=O)NC